Cl.COC=1C=C2C(=NC(=NC2=CC1)C(F)(F)F)SCC(=O)C=1SC(=CC1)C1CNCC1 2-((6-methoxy-2-(trifluoromethyl)quinazolin-4-yl)thio)-1-(5-(pyrrolidin-3-yl)thiophen-2-yl)ethan-1-one hydrochloride